1-heptanesulfonic acid sodium salt monohydrate O.[Na+].C(CCCCCC)S(=O)(=O)[O-]